methyl 3-chloro-6,7-dihydrodibenzo[b,d]oxepine-2-carboxylate ClC=1C(=CC2=C(OCCC3=C2C=CC=C3)C1)C(=O)OC